2-methoxy-N-((1-phenylcyclopropyl)methyl)-6,7-dihydro-5H-cyclopenta[b]pyridine-3-carboxamide COC1=C(C=C2C(=N1)CCC2)C(=O)NCC2(CC2)C2=CC=CC=C2